N-(4-(3,8,9,10-tetrahydrocyclopenta[c]pyrrolo[3,2-f]quinolin-7-yl)phenyl)methanesulfonamide C1=CNC=2C1=C1C3=C(C(=NC1=CC2)C2=CC=C(C=C2)NS(=O)(=O)C)CCC3